[Ti].[Fe].ClC1=NC(=C2N=C(N(C2=N1)C12CC(C1)(C2)F)C2=C(C=CC=C2)Cl)N2CCN(CC2)C 2-chloro-8-(2-chlorophenyl)-9-{3-fluoro-bicyclo[1.1.1]pentane-1-yl}-6-(4-methylpiperazin-1-yl)purine Iron-titanium